N[C@@H](C)C1=NC2=CC=CC(=C2C(N1C1=NNC=C1)=O)Cl (S)-2-(1-aminoethyl)-5-chloro-3-(1H-pyrazol-3-yl)quinazolin-4(3H)-one